(±)-N-(3,4-dichlorophenyl)-3-fluoro-6,7,8,9-tetrahydro-5H-5,8-epiminobenzo[7]annulene-10-carboxamide ClC=1C=C(C=CC1Cl)NC(=O)N1C2CCC1CC1=C2C=C(C=C1)F